N-(1-hydroxy-2-methylpropan-2-yl)-2-((2-(4-methoxypyridin-2-yl)-6,7-dihydro-5H-cyclopenta[d]pyrimidin-4-yl)(methyl)amino)acetamide OCC(C)(C)NC(CN(C)C=1C2=C(N=C(N1)C1=NC=CC(=C1)OC)CCC2)=O